FC1=C(C=CC(=C1)F)C(=O)N1CC2=C(CC1)SC(=C2)C2=NOC(=N2)C(F)(F)F (2,4-difluorophenyl)(2-(5-(trifluoromethyl)-1,2,4-oxadiazol-3-yl)-6,7-dihydrothieno[3,2-c]pyridin-5(4H)-yl)methanone